((4S,7S)-4-(benzo[d]thiazol-2-yl)-7-methyl-6,7-dihydro-1H-imidazo[4,5-c]pyridin-5(4H)-yl)(5-(5-fluoropyridin-2-yl)-1,3,4-oxadiazol-2-yl)methanone S1C(=NC2=C1C=CC=C2)[C@H]2N(C[C@@H](C1=C2N=CN1)C)C(=O)C=1OC(=NN1)C1=NC=C(C=C1)F